5-(Hydroxymethyl)-2-(3-hydroxy-3-methylbutyl)benzene-1,3-diol OCC=1C=C(C(=C(C1)O)CCC(C)(C)O)O